ClC1=C(C=C(C=C1)Cl)S(=O)(=O)NC1=NC=C(C(=C1F)C=1C=C2C=NC(=NC2=CC1)NCCO)F 2,5-dichloro-N-(3,5-difluoro-4-(2-((2-hydroxyethyl)amino)quinazolin-6-yl)pyridin-2-yl)benzenesulfonamide